C(C)OC(=O)C1CCC(CC1)=O.FC1=C(C(=C(C(=C1[B-](C1=C(C(=C(C(=C1F)F)F)F)F)(C1=C(C(=C(C(=C1F)F)F)F)F)C1=C(C(=C(C(=C1F)F)F)F)F)F)F)F)F.C(CCCCCCCCCCCCCCCCC)[NH+](C1=CC=CC=C1)CCCCCCCCCCCCCCCCCC N,N-dioctadecyl-anilinium tetra(pentafluorophenyl)borate ethyl-4-oxocyclohexanecarboxylate